C(C)(C)(C)OC(=O)N(CC(=O)O)CCC(C)C N-(tert-Butoxycarbonyl)-N-isopentylglycine